OC1C(OC2=C(C1)C=C(C=C2)C=CC(=O)O)(C)C 3-(3,4-Dihydro-3-hydroxy-2,2-dimethyl-2H-1-benzopyran-6-yl)-2-propenoic acid